1-((3-(3-(6-methoxypyridin-3-yl)-1-tosyl-1H-pyrrolo[2,3-b]pyridin-5-yl)-1-methyl-1H-pyrazol-5-yl)methyl)piperidin-3-ol COC1=CC=C(C=N1)C1=CN(C2=NC=C(C=C21)C2=NN(C(=C2)CN2CC(CCC2)O)C)S(=O)(=O)C2=CC=C(C)C=C2